ClC=1C(=C(C(=CC1)N1N=NN=C1)C1=CC(N2[C@@H](CC[C@@H]2C1)C=1NC=C(N1)C1=C(C=CC=C1)NC(CC)=O)=O)F |o1:19| N-(2-(2-((3S,8aR*)-7-(3-Chloro-2-fluoro-6-(1H-tetrazol-1-yl)phenyl)-5-oxo-1,2,3,5,8,8a-hexahydroindolizin-3-yl)-1H-imidazol-4-yl)phenyl)propionamide